7-(piperidin-4-ylmethyl)-2,7-diazaspiro[3.5]nonane-2-carboxylic acid tert-butyl ester C(C)(C)(C)OC(=O)N1CC2(C1)CCN(CC2)CC2CCNCC2